4-benzyl-6-hydroxy-3-isopropyl-1,4-diazepane-1-carboxylate C(C1=CC=CC=C1)N1C(CN(CC(C1)O)C(=O)[O-])C(C)C